tert-Butyl 5-(2-{cyclooctyl[(3-methylisoxazole-4-carbonyl)amino]methyl}-4-fluoro-1H-benzimidazol-5-yl)-2,3-dihydro-1,4-oxazine-4-carboxylate C1(CCCCCCC1)C(C1=NC2=C(N1)C=CC(=C2F)C=2N(CCOC2)C(=O)OC(C)(C)C)NC(=O)C=2C(=NOC2)C